N1CC(C1)C1=NN2C(=NC(=CC2=N1)NC(C)=O)C=1OC(=CC1)C N-[2-(azetidin-3-yl)-5-(5-methylfuran-2-yl)-[1,2,4]triazolo[1,5-c]pyrimidin-7-yl]acetamide